C(C)(C)(C)OC(=O)NCC(C)N1N=C2C(CN([C@@H](C2)C)C(C2=CC(=C(C=C2)Cl)C#N)=O)=C1C(=O)OCC (6R)-Ethyl 2-(1-((tert-butoxycarbonyl)amino)propan-2-yl)-5-(4-chloro-3-cyanobenzoyl)-6-methyl-4,5,6,7-tetrahydro-2H-pyrazolo[4,3-c]pyridine-3-carboxylate